1,4-dioxoheptadecane-5,17-dione O=CCCC(C(CCCCCCCCCCCC=O)=O)=O